(1s,4s)-N-(3-Methoxy-4-methylphenyl)-4-(8-methoxy-5-methyl-2-oxo-1,2-dihydroquinazolin-3(4H)-yl)cyclohexanecarboxamide COC=1C=C(C=CC1C)NC(=O)C1CCC(CC1)N1C(NC2=C(C=CC(=C2C1)C)OC)=O